BrC1=C(N=C(S1)N)C 5-bromo-4-methyl-thiazol-2-amine